4-(2,4-dichlorophenyl)-5-(4-((1-(3-fluoropropyl)azetidin-3-yl)methyl)phenyl)-2,3-dihydrobenzo[b]thiepine-8-carboxylic acid ClC1=C(C=CC(=C1)Cl)C1=C(C2=C(SCC1)C=C(C=C2)C(=O)O)C2=CC=C(C=C2)CC2CN(C2)CCCF